1-[2-(methoxymethoxy)-4-(1,3-oxazol-2-yl)phenyl]-N-[(3S)-1-methylpiperidin-3-yl]pyrido[3,4-d]pyridazin-4-amine COCOC1=C(C=CC(=C1)C=1OC=CN1)C1=C2C(=C(N=N1)N[C@@H]1CN(CCC1)C)C=NC=C2